ClCC(=O)N(NC(=O)C=1C(=NC=CN1)C(C)NC(C1=CC(=CC(=C1)C(F)(F)F)C(F)(F)F)=O)C N-(1-(3-(2-(2-chloroacetyl)-2-methylhydrazinecarbonyl)pyrazin-2-yl)ethyl)-3,5-bis(tri-fluoromethyl)benzamide